C(C(=C)C)(=O)OCCOC(C1C(C(=O)O)CCCC1)=O.NC=1SC=C(N1)CC(=O)NC1=CC=C(C=C1)CCNC[C@@H](C1=CC=CC=C1)O 2-(2-amino-1,3-thiazol-4-yl)-N-[4-(2-{[(2R)-2-hydroxy-2-phenylethyl]amino}ethyl)phenyl]acetamide mono-(2-(methacryloyloxy)ethyl)hexahydrophthalate